ClC(C(=N)O[C@@H]1[C@H](O)[C@@H](O)[C@H](O)[C@H](O1)CO)(Cl)Cl 1-O-trichloroacetimidoyl-α-D-glucopyranose